N1=CC=CC2=CC(=CC=C12)CC1(OC1)CC 6-quinolylmethylethyl-oxirane